C(CC)(=O)OC[C@H]1O[C@H]([C@]([C@@H]1O)(C)F)N1C2=NC(=NC(=C2N=C1)NC)N ((2R,3R,4R,5R)-5-(2-amino-6-(methylamino)-9H-purin-9-yl)-4-fluoro-3-hydroxy-4-methyltetrahydrofuran-2-yl)methyl propionate